[C@@H]1([C@@H](O1)C(=O)O)C(=O)O (+/-)-TRANS-EPOXYSUCCINIC ACID